COC1=C(C(=CC=C1)OC)C1=CNC2=NC(=CC=C21)NC(=O)C2[C@H]1CN(C[C@@H]21)C (1R,5S,6R)-N-[3-(2,6-dimethoxyphenyl)-1H-pyrrolo[2,3-b]pyridin-6-yl]-3-methyl-3-azabicyclo[3.1.0]hexane-6-carboxamide